undec-3-yl-oct-7-enoate CCC(CCCCCCCC)OC(CCCCCC=C)=O